C(C)OC(C(C)(C)OC1=C(C=C(C=C1C)C(C)N1N=CN(C1=O)C1=CC=C(C=C1)OC(F)(F)F)C)=O 2-(2,6-Dimethyl-4-(1-(5-oxo-4-(4-(trifluoromethoxy)phenyl)-4,5-dihydro-1H-1,2,4-triazol-1-yl)ethyl)phenoxy)-2-methylpropionic acid ethyl ester